C(C)(C)(C)OC(=O)N1CCC(CC1)C1=CC=CC=2OC(OC21)(C)C2=C(C=C(C=C2)C#N)F 4-[2-(4-Cyano-2-fluorophenyl)-2-methyl-1,3-benzodioxol-4-yl]piperidine-1-carboxylic acid tert-butyl ester